C(C)N1CCC(CC1)(F)C1=NC2=CC=C(C=C2C(N1)=O)C=1C=C(C=2N(C1)C=C(N2)C)F 2-(1-Ethyl-4-fluoropiperidine-4-yl)-6-(8-fluoro-2-methylimidazo[1,2-a]pyridin-6-yl)quinazoline-4(3H)-one